C1(C=CC2=CC=CC=C12)CC(=O)[O-] indenyl-acetate